2-((6-((R)-3-(2-ethoxyphenoxy)piperidin-1-yl)pyrazin-2-yl)amino)pyrimidin-4-yl-L-proline C(C)OC1=C(O[C@H]2CN(CCC2)C2=CN=CC(=N2)NC2=NC=CC(=N2)N2[C@@H](CCC2)C(=O)O)C=CC=C1